C(=O)(O)C1=CC=C(OC2=CC=C(C(=O)O)C=C2)C=C1 p-(p-carboxyphenoxy)benzoic acid